2-(3-oxo-2-pentylcyclopentyl)acetic acid O=C1C(C(CC1)CC(=O)O)CCCCC